4-{2-[1-(4-phenoxycarbonylamino-phenyl)-1H-benzoimidazol-5-yloxy]-ethyl}-piperazine-1-carboxylic acid tert-butyl ester C(C)(C)(C)OC(=O)N1CCN(CC1)CCOC1=CC2=C(N(C=N2)C2=CC=C(C=C2)NC(=O)OC2=CC=CC=C2)C=C1